C(C1=CN=CC=C1)(=O)O[C@@H]1O[C@@H]([C@H]([C@H]1O)O)CO[P@@](=O)(OC1=CC=CC=C1)N[C@H](C(=O)OC)C (2S,3R,4S,5R)-3,4-dihydroxy-5-((((R)-(((S)-1-methoxy-1-oxopropan-2-yl)amino)(phenoxy)phosphoryl)oxy)methyl)tetrahydrofuran-2-yl nicotinate